3-(1-isopropyl-1H-imidazol-4-yl)-1H-pyrazolo[4,3-c]pyridin-4-amine C(C)(C)N1C=NC(=C1)C1=NNC2=C1C(=NC=C2)N